4-[2-hydroxy-1-(2-pyridyl)ethoxy]-6-[5-methyl-1-(4-piperidyl)triazol-4-yl]pyrazolo[1,5-a]pyridine-3-carbonitrile HCl salt Cl.OCC(OC=1C=2N(C=C(C1)C=1N=NN(C1C)C1CCNCC1)N=CC2C#N)C2=NC=CC=C2